CO[C@]1(COCC1)C1=CC(=CC(=N1)C=1C=C(N2C=NC(=CC21)C(=O)OCC)C2COCC2)C Ethyl 5-(6-((S)-3-methoxytetrahydrofuran-3-yl)-4-methylpyridin-2-yl)-7-(tetrahydrofuran-3-yl)pyrrolo[1,2-c]pyrimidine-3-carboxylate